isobutyl 2,5-dichloro-4-diisopropylphosphino-3-thiophenesulfonate ClC=1SC(=C(C1S(=O)(=O)OCC(C)C)P(C(C)C)C(C)C)Cl